3-cyano-4-phenylpiperidine-1-carboxylic acid tert-butyl ester C(C)(C)(C)OC(=O)N1CC(C(CC1)C1=CC=CC=C1)C#N